4-[(tert-butoxycarbonyl)amino]-1-phenylsulfonyl-3,3-dimethyl-2-butanol C(C)(C)(C)OC(=O)NCC(C(CS(=O)(=O)C1=CC=CC=C1)O)(C)C